OCC(C)(C)NC(C(=O)C1=C(C(=C2CCCCN12)C(=O)NC=1SC=CN1)C)=O 3-(2-((1-hydroxy-2-methylpropan-2-yl)amino)-2-oxoacetyl)-2-methyl-N-(thiazol-2-yl)-5,6,7,8-tetrahydroindolizine-1-carboxamide